ClC1=C(C=C(C=C1)N1CC2(C3=NC(=CC=C31)C(=O)N3C(CN(CC3)C3=CC=C(C=N3)CC(=O)O)(C)C)CC(C2)(F)F)F 2-(6-(4-(1'-(4-chloro-3-fluorophenyl)-3,3-difluoro-1',2'-dihydrospiro[cyclobutane-1,3'-pyrrolo[3,2-b]pyridine]-5'-carbonyl)-3,3-dimethylpiperazin-1-yl)pyridin-3-yl)acetic acid